3-(2-(((6aS)-5-((allyloxy)carbonyl)-6-hydroxy-2-methoxy-8-(4-(N-methylsulfamoyl)phenyl)-12-oxo-5,6,6a,7,10,12-hexahydrobenzo[e]pyrido[1,2-a][1,4]diazepin-3-yl)oxy)ethoxy)propanoic acid C(C=C)OC(=O)N1C([C@H]2N(C(C3=C1C=C(C(=C3)OC)OCCOCCC(=O)O)=O)CC=C(C2)C2=CC=C(C=C2)S(NC)(=O)=O)O